N-[(3-cyclopropanesulfonamido-4,5-difluorophenyl)methyl]-5-(6-ethoxypyrazin-2-yl)-1,3-thiazole-2-carboxamide C1(CC1)S(=O)(=O)NC=1C=C(C=C(C1F)F)CNC(=O)C=1SC(=CN1)C1=NC(=CN=C1)OCC